C(C)C1=NN(C=N1)C ethyl-1-methyl-1,2,4-triazole